1H-benzoTriazole-1-yloxy-tris(pyrrolidinyl)phosphonium hexafluorophosphate F[P-](F)(F)(F)(F)F.N1(N=NC2=C1C=CC=C2)O[P+](N2CCCC2)(N2CCCC2)N2CCCC2